(S)-2-amino-3-(4-(8-((R)-1-(4-chloro-2-(3-methyl-1H-pyrazole-1-yl)phenyl)-2,2,2-trifluoroethoxy)imidazo[1,2-a]pyrazine-3-yl)phenyl)propionic acid hydrochloride Cl.N[C@H](C(=O)O)CC1=CC=C(C=C1)C1=CN=C2N1C=CN=C2O[C@@H](C(F)(F)F)C2=C(C=C(C=C2)Cl)N2N=C(C=C2)C